(3-hydroxy-2,2-dimethylpropyl)carbamic acid benzyl ester C(C1=CC=CC=C1)OC(NCC(CO)(C)C)=O